4-({[4-(5,6-dimethoxypyridazin-3-yl)phenyl]methyl}amino)cyclopentan-1-ol COC=1C=C(N=NC1OC)C1=CC=C(C=C1)CNC1CCC(C1)O